2-(Trimethylsilyl)ethyl {trans-4-[(Z)-amino(hydroxyimino)methyl]cyclohexyl}carbamate N\C(\[C@@H]1CC[C@H](CC1)NC(OCC[Si](C)(C)C)=O)=N/O